CC(CC[N+](=O)[O-])C 3-Methyl-1-nitrobutane